FC(C=1C=C(OC2=CC=C(C=C2)S(=O)(=O)NC=2SC=CN2)C=C(C1)C(F)(F)F)(F)F 4-[3,5-bis(trifluoromethyl)phenoxy]-N-(1,3-thiazol-2-yl)benzene-1-sulfonamide